4-(4-oxo-3,4-dihydroimidazo[5,1-f][1,2,4]triazin-7-yl)bicyclo[2.2.2]octane-1-carboxylic acid methyl ester COC(=O)C12CCC(CC1)(CC2)C2=NC=C1C(NC=NN12)=O